C(=O)O.C(C)C1OC2=C(CN(C1)CC=1C=C(C=CC1C)C(CC(=O)O)C1=C(C3=C(N(N=N3)C)C(=C1)OC)C)C=CC=C2 3-(3-((2-Ethyl-2,3-dihydrobenzo[f][1,4]oxazepin-4(5H)-yl)methyl)-4-methylphenyl)-3-(7-methoxy-1,4-dimethyl-1H-benzo[d][1,2,3]triazol-5-yl)propanoic acid, formic acid salt